O=C(CN1C[C@H](CC1)NC1=C2C=C(C=NC2=CC=C1)C#N)N1[C@@H](C[C@@H](C1)F)C#N 5-[[(3S)-1-[2-oxo-2-[(2S,4S)-2-cyano-4-fluoro-pyrrolidin-1-yl]ethyl]pyrrolidin-3-yl]amino]quinoline-3-carbonitrile